2-((S)-2-((R)-1-((2S,3R)-3-hydroxy-2-(6-phenylpicolinamido)butanamido)-3-methylbutyl)-4-(methoxycarbonyl)-6-oxo-1,3,2-dioxaborinan-4-yl)acetic acid O[C@@H]([C@@H](C(=O)N[C@@H](CC(C)C)B1OC(C[C@](O1)(C(=O)OC)CC(=O)O)=O)NC(C1=NC(=CC=C1)C1=CC=CC=C1)=O)C